tert-butyl (2s,5r)-5-(N-(allyloxy)-2-nitrophenylsulfonamido)-2-(hydroxymethyl)-3-methyl-5,6-dihydropyridine-1(2H)-carboxylate C(C=C)ON(S(=O)(=O)C1=C(C=CC=C1)[N+](=O)[O-])[C@@H]1C=C([C@H](N(C1)C(=O)OC(C)(C)C)CO)C